[Si](C)(C)(C(C)(C)C)OCC1CCC(CC1)NS(=O)(=O)C1=CC(=C(C=C1)NC1=NC=C(C(=N1)C=1C=NN(C1)C1CCOCC1)C(F)(F)F)F N-[4-[[tert-butyl(dimethyl)silyl]oxymethyl]cyclohexyl]-3-fluoro-4-[[4-(1-tetrahydropyran-4-ylpyrazol-4-yl)-5-(trifluoromethyl)pyrimidin-2-yl]amino]benzenesulfonamide